C(CCCCCCC)OC(CCCCCCC(=O)O)=O 8-octoxy-8-oxo-octanoic acid